(R)-N-(amino(1-ethyl-4-fluoro-1H-pyrazol-3-yl)(oxo)-λ6-sulfaneylidene)-2-(4,6-diisopropyl-1,3-dihydroisobenzofuran-5-yl)acetamide N[S@](=NC(CC=1C(=C2COCC2=CC1C(C)C)C(C)C)=O)(=O)C1=NN(C=C1F)CC